(7R,14R)-1-(difluoromethoxy)-11-((R or S)-3-hydroxypent-1-yn-1-yl)-6-(methyl-d3)-6,7-dihydro-7,14-methanobenzo[f]benzo[4,5]imidazo[1,2-a][1,4]diazocin-5(14H)-one FC(OC1=CC=CC=2C(N([C@H]3C=4N([C@@H](C21)C3)C3=C(N4)C=CC(=C3)C#C[C@@H](CC)O)C([2H])([2H])[2H])=O)F |o1:25|